ClC=1C=C(C=C(C1)Cl)C1=CC=C(C=C1)OCC=1N=NNC1C(=O)O 4-(((3',5'-dichloro-[1,1'-biphenyl]-4-yl)oxy)methyl)-1H-1,2,3-triazole-5-carboxylic acid